2-chloro-4-[[3-[1-(cyanomethyl)-3-(trifluoromethyl)pyrazol-4-yl]imidazo[1,2-a]pyrazin-8-yl]amino]-N-[(1R)-1-methyl-2-oxo-2-[[(3S)-pyrrolidin-3-yl]amino]ethyl]benzamide ClC1=C(C(=O)N[C@@H](C(N[C@@H]2CNCC2)=O)C)C=CC(=C1)NC=1C=2N(C=CN1)C(=CN2)C=2C(=NN(C2)CC#N)C(F)(F)F